(2R,4S)-N-((S)-1-(((6-aminopyridin-3-yl)methyl)amino)-1-oxopropan-2-yl)-4-phenylpyrrolidine-2-carboxamide dihydrochloride Cl.Cl.NC1=CC=C(C=N1)CNC([C@H](C)NC(=O)[C@@H]1NC[C@@H](C1)C1=CC=CC=C1)=O